(2,4-difluorophenyl)-N-[(4-isopropyl-2,5-dioxoimidazolidin-4-yl)methyl]-2H-1,2,3-triazole-4-carboxamide FC1=C(C=CC(=C1)F)N1N=CC(=N1)C(=O)NCC1(NC(NC1=O)=O)C(C)C